1-(4-{6-[6-(cyclopropyldifluoromethyl)-3-methylimidazo[4,5-b]pyridin-2-yl]-5-(ethanesulfonyl)pyridin-3-yl}phenyl)cyclopropane-1-carbonitrile C1(CC1)C(C=1C=C2C(=NC1)N(C(=N2)C2=C(C=C(C=N2)C2=CC=C(C=C2)C2(CC2)C#N)S(=O)(=O)CC)C)(F)F